(3R,4S)-3-cyclopropyl-4-methyl-1-(2-(1-methyl-1H-pyrazol-4-yl)furo[3,2-b]pyridin-7-yl)-2-oxopyrrolidine-3-carbonitrile C1(CC1)[C@]1(C(N(C[C@H]1C)C1=C2C(=NC=C1)C=C(O2)C=2C=NN(C2)C)=O)C#N